4-([1,1'-biphenyl]-4-yloxy)-2,5-dimethylthiophene C1(=CC=C(C=C1)OC=1C=C(SC1C)C)C1=CC=CC=C1